3-(5-(6-chloropyridin-2-yl)-1-methyl-1H-pyrazol-3-yl)-3-hydroxy-1-methylpyrrolidin-2-one ClC1=CC=CC(=N1)C1=CC(=NN1C)C1(C(N(CC1)C)=O)O